2,5,3',4'-tetrachlorobiphenyl ClC1=C(C=C(C=C1)Cl)C1=CC(=C(C=C1)Cl)Cl